COC1=CC=C(C=C1)C=C(CS(=O)(=O)C1=CC=C(C)C=C1)S(=O)(=O)C1=CC=C(C)C=C1 3-p-methoxyphenyl-1,2-di-p-toluenesulfonyl-2-propene